CC(C[C@@H](C(=O)O)N1C(C2=CC=CC(=C2C1=O)[N+](=O)[O-])=O)C (S)-4-methyl-2-(4-nitro-1,3-dioxoisoindolin-2-yl)pentanoic acid